OC1=C(C(=O)C2=CC=CC=C2)C=CC(=C1)OCC(COC(C(=C)C)=O)O 2-hydroxy-4-(3-methacryloxy-2-hydroxypropoxy)benzophenone